3-chloro-2-cyclopropyl-4-methoxypyridine ClC=1C(=NC=CC1OC)C1CC1